[Al].[Ni].FC=1C(=C(C=CC1F)[C@H]1[C@@H](O[C@]([C@H]1C)(C(F)(F)F)C)C(=O)NC=1C(=NN(C1)C(F)F)C)OC (2r,3s,4s,5r)-3-(3,4-difluoro-2-methoxyphenyl)-N-(1-(difluoromethyl)-3-methyl-1H-pyrazol-4-yl)-4,5-dimethyl-5-(trifluoromethyl)tetrahydrofuran-2-carboxamide Nickel-aluminum